(4-nitrofurazan-3-oxymethyl)-3-bromomethyl-oxetane [N+](=O)([O-])C=1C(=NON1)OCC1OCC1CBr